C(CCCCCC(C)(C)C)(=O)OCCCC(O)(C)C dimethylhydroxybutyl neodecanoate